O=CCCC(C(=O)O)NC(=O)C=1C=NN(C1)C1=CC=CC=C1 5-oxo-2-[(1-phenyl-1H-pyrazol-4-yl)formamido]pentanoic acid